C(C)(C)(C)C1=CC=C(C=C1)N1NC(=CC1C1=C(C=CC=C1OC)OC)C=CC1=C(C=CC=C1OC)OC 1-(4-tert-butylphenyl)-3-(2,6-dimethoxystyryl)-5-(2,6-dimethoxyphenyl)-pyrazoline